ClC=1C2=C(C(N(C1)C)=O)C(=CS2)NC2=CC(=NC=C2C(=O)NC)NC(=O)C2CC2 4-((7-Chloro-5-methyl-4-oxo-4,5-dihydrothieno[3,2-c]pyridin-3-yl)amino)-6-(cyclopropanecarboxamido)-N-methylnicotinamide